N1=C(C=NC=C1)C1CCC2=NNC(N21)=O 5-(pyrazin-2-yl)-2,5,6,7-tetrahydro-3H-pyrrolo[2,1-c][1,2,4]triazol-3-one